O1CCOC2=C1C=CC=C2C2=CC=C(C(=N2)OC)NC2=CC=C(C(=O)NCC1=NC(=CC=C1)C)C=C2 4-[6-(2,3-Dihydro-benzo[1,4]dioxin-5-yl)-2-methoxy-pyridin-3-ylamino]-N-(6-methyl-pyridin-2-ylmethyl)-benzamide